(S)-3-((tert-butoxycarbonyl)amino)-3-(3-fluoro-4-methoxyphenyl)propanoic acid ethyl ester C(C)OC(C[C@@H](C1=CC(=C(C=C1)OC)F)NC(=O)OC(C)(C)C)=O